The molecule is a CDP-D-glucose(2-) having alpha-configuration at the anomeric centre. Major microspecies at pH 7.3. It is a CDP-D-glucose(2-) and a ribonucleoside 5'-diphosphate-alpha-D-glucose(2-). It is a conjugate base of a CDP-alpha-D-glucose. C1=CN(C(=O)N=C1N)[C@H]2[C@@H]([C@@H]([C@H](O2)COP(=O)([O-])OP(=O)([O-])O[C@@H]3[C@@H]([C@H]([C@@H]([C@H](O3)CO)O)O)O)O)O